N-(4-(2-aminoethoxy)phenyl)-5-(1,2,3,6-tetrahydropyridin-4-yl)thiophene-2-carboxamide bistrifluoroacetic acid salt FC(C(=O)O)(F)F.FC(C(=O)O)(F)F.NCCOC1=CC=C(C=C1)NC(=O)C=1SC(=CC1)C=1CCNCC1